(1R,5S)-1-(4-bromophenyl)-3-(tetrahydro-2H-pyran-4-yl)-3-azabicyclo[3.1.0]hexane BrC1=CC=C(C=C1)[C@@]12CN(C[C@H]2C1)C1CCOCC1